tert-Butyl 4-(4-(2-(3-amino-5-bromo-6-methylthieno[2,3-b]pyridine-2-carboxamido) ethyl)phenyl)piperazine-1-carboxylate NC1=C(SC2=NC(=C(C=C21)Br)C)C(=O)NCCC2=CC=C(C=C2)N2CCN(CC2)C(=O)OC(C)(C)C